(R)-6-(3,3-difluoro-1-methylcyclobutyl)-4-((1-(3-(difluoromethyl)-2-fluorophenyl)ethyl)amino)-2-methyl-2,6-dihydropyrido[3,4-d]pyridazine-1,7-dione FC1(CC(C1)(C)N1C=C2C(=NN(C(C2=CC1=O)=O)C)N[C@H](C)C1=C(C(=CC=C1)C(F)F)F)F